tert-butyl 2-(((3s,5s,7s)-adamantan-1-yl)amino)-5-aminonicotinate C12(CC3CC(CC(C1)C3)C2)NC2=C(C(=O)OC(C)(C)C)C=C(C=N2)N